N1(N=CN=C1)C1=NN(C2=CC=C(C=C12)N)C(C1=CC=CC=C1)(C1=CC=CC=C1)C1=CC=CC=C1 3-(1H-1,2,4-triazol-1-yl)-1-trityl-1H-indazol-5-amine